ClC1=C(C=C(C(=C1)C1=NOC2=C1C=C(C=C2)NCCN2CCOCC2)O)O 4-chloro-6-(5-((2-morpholinoethyl)amino)benzo[d]isoxazol-3-yl)benzene-1,3-diol